N[C@H]1CS(C2=C(N(C1=O)CC1=CC=C(C=C1)Cl)C=C(C(=C2)F)C=2N=NN(N2)C(C)(C)C)=O (3R)-3-amino-7-(2-tert-butyltetrazol-5-yl)-5-[(4-chlorophenyl)methyl]-8-fluoro-1-oxo-2,3-dihydro-1lambda4,5-benzothiazepin-4-one